CC1=CC=C(OC=2C(=O)NC(C2)=O)C=C1 2-(4-methyl-phenoxy)-maleimide